C(CCC)[NH-] n-Butylamide